7-(5-(piperazin-1-yl)-1H-benzo[d]imidazol-2-yl)-4-(pyrazolo[1,5-a]pyridin-3-yl)isoindol-1-one N1(CCNCC1)C1=CC2=C(NC(=N2)C=2C=CC(=C3C=NC(C23)=O)C=2C=NN3C2C=CC=C3)C=C1